(E)-3-(2-chloro-4-((3-(2,6-dichlorophenyl)-5-isopropylisoxazol-4-yl)methoxy)styryl)benzoic acid ClC1=C(/C=C/C=2C=C(C(=O)O)C=CC2)C=CC(=C1)OCC=1C(=NOC1C(C)C)C1=C(C=CC=C1Cl)Cl